6-fluoro-7-[3-(5-methylpyridin-2-ylamino)azetidin-1-yl]-4-oxo-1-(1,2,4-thiadiazol-5-yl)-1,4-dihydro-1,8-naphthyridine-3-carboxylic acid FC=1C=C2C(C(=CN(C2=NC1N1CC(C1)NC1=NC=C(C=C1)C)C1=NC=NS1)C(=O)O)=O